O1CCN(CC1)CCCOC=1C=C2C(=NC=NC2=CC1)N 6-(3-morpholinopropoxy)quinazolin-4-amine